Cl.Cl.C1(CCC1)N[C@@H]1CNCC1 (S)-N-Cyclobutylpyrrolidin-3-amine dihydrochloride